N-(6-((2-fluorophenyl)amino)-1H-indazol-3-yl)-5-(1-methylpiperidin-4-yl)picolinamide FC1=C(C=CC=C1)NC1=CC=C2C(=NNC2=C1)NC(C1=NC=C(C=C1)C1CCN(CC1)C)=O